COC1=C(C=C(C=C1)NC1=NC(=CC(=N1)C1CCN(CC1)C(=O)OC(C)(C)C)C1=CC=CC=C1)C(=O)OC tert-butyl 4-(2-((4-methoxy-3-(methoxycarbonyl)phenyl)amino)-6-phenylpyrimidin-4-yl)piperidine-1-carboxylate